N-(2-hydroxy-2-methylpropyl)pyridine-2-amide OC(CNC(=O)C1=NC=CC=C1)(C)C